C(CCCCCCC)C(SC1=CC=C(C(=C1)C(C)(C)C)O)CCCCCCCC 4-dioctylmethylthio-6-tert-butylphenol